C1(CC1)NC=1N=CC2=C(C(=NC=3C=C(C=CC23)C(=O)O)NC2=CC(=CC=C2)C(F)(F)F)N1 3-(cyclopropylamino)-5-{[3-(trifluoromethyl)phenyl]amino}pyrimido[4,5-c]quinoline-8-carboxylic acid